CN(C1=CC=C(C2=NON=C21)N)C N4,N4-dimethylbenzo[c][1,2,5]oxadiazole-4,7-diamine